(1R)-6-bromo-1,2,3,4-tetrahydronaphthalene-1-carboxamide BrC=1C=C2CCC[C@H](C2=CC1)C(=O)N